CC=1C=C(C=CC1OC1=CC=2N(C=C1)N=C(N2)C)NC=2C1=C(N=CN2)CCNC1 N-(3-Methyl-4-((2-methyl-[1,2,4]triazolo[1,5-a]pyridin-7-yl)oxy)phenyl)-5,6,7,8-tetrahydropyrido[4,3-d]pyrimidin-4-amine